4-amino-1-benzyloxycarbonyl-1,2,5,6-tetrahydropyridine-3-carboxylic acid ethyl ester C(C)OC(=O)C=1CN(CCC1N)C(=O)OCC1=CC=CC=C1